C(C)(=O)O[C@@H](COC1=C(C=C(C=C1Cl)S(=O)(=O)C1=CC=C(C=C1)OC[C@@H](CN1C=NC=C1)OC(C)=O)Cl)CCl (S)-1-(4-((4-((R)-2-acetoxy-3-(1H-imidazol-1-yl)propoxy)phenyl)sulfonyl)-2,6-dichlorophenoxy)-3-chloropropan-2-yl acetate